The molecule is a glycosylxylose consisting of a beta-D-galactopyranose residue and a beta-D-xylopyranose residue joined in sequence by a (1->3) glycosidic bond. It derives from a beta-D-galactose and a beta-D-xylose. C1[C@H]([C@@H]([C@H]([C@@H](O1)O)O)O[C@H]2[C@@H]([C@H]([C@H]([C@H](O2)CO)O)O)O)O